CN(CCCN1C(=NC2=C1C=CC=C2C2=CC=C(C=C2)C=2CCCCC2)CC2=CC=C(C(=O)O)C=C2)C 4-((1-(3-(dimethylamino)propyl)-4-(2',3',4',5'-tetrahydro-[1,1'-biphenyl]-4-yl)-1H-benzo[d]imidazol-2-yl)methyl)benzoic acid